9,9-bis(4-(2-hydroxypropoxy)-3-methylphenyl)fluorene OC(COC1=C(C=C(C=C1)C1(C2=CC=CC=C2C=2C=CC=CC12)C1=CC(=C(C=C1)OCC(C)O)C)C)C